C1(=CC=CC=C1)P(=O)C1=CC=C(C(=O)O)C=C1 4-(phenylphosphinyl)benzoic acid